3-(imidazolidin-1-yl)-3-oxopropionic acid N1(CNCC1)C(CC(=O)O)=O